NC1=NC=2C=CC=C(C2C2=C1N=C(N2C)COCC)OCCC(C)(O)C 4-((4-Amino-2-(ethoxymethyl)-1-methyl-1H-imidazo[4,5-c]quinolin-9-yl)oxy)-2-methyl-2-butanol